(R)-1-(4-fluorophenyl)-6-methyl-5-(2-methyl-1-((1-propyl-1H-pyrazol-4-yl)sulfonyl)-1,2,3,6-tetrahydropyridin-4-yl)-1H-indazole FC1=CC=C(C=C1)N1N=CC2=CC(=C(C=C12)C)C=1C[C@H](N(CC1)S(=O)(=O)C=1C=NN(C1)CCC)C